ethylorthoformate C(C)OC([O-])[O-]